2-(4-((3S,4R)-7-hydroxy-3-phenylchroman-4-yl)phenyl)-2,7-diazaspiro[3.5]nonane-7-carboxylic acid OC1=CC=C2[C@H]([C@H](COC2=C1)C1=CC=CC=C1)C1=CC=C(C=C1)N1CC2(C1)CCN(CC2)C(=O)O